CC1=C(C=CC=2C3=CC=CC=C3C(C12)C)NC=1C(=CC=CC1)C1=CC=CC=C1 N-(1,9-dimethyl-9H-fluoren-2-yl)-biphenyl-2-amine